OCCNC(=O)C1=NN2C(CNCCC2)=C1 N-(2-hydroxyethyl)-5,6,7,8-tetrahydro-4H-pyrazolo[1,5-a][1,4]diazepin-2-carboxamide